FC1(CN(C1)C=1C=NC(=NC1)N1C=C(C=C1C)C(=O)N)F 1-(5-(3,3-difluoroazetidin-1-yl)pyrimidin-2-yl)-5-methyl-1H-pyrrole-3-carboxamide